Anthraquinone-2,7-disulfonyl chloride C1=C(C=CC=2C(C3=CC=C(C=C3C(C12)=O)S(=O)(=O)Cl)=O)S(=O)(=O)Cl